Tert-butyl 6-((4-(5-(1H-pyrazol-1-yl)pyridin-3-yl)-1H-1,2,3-triazol-1-yl)methyl)-2-(((tert-butoxycarbonyl)(cyclobutylmethyl)amino)methyl)-1H-indole-1-carboxylate N1(N=CC=C1)C=1C=C(C=NC1)C=1N=NN(C1)CC1=CC=C2C=C(N(C2=C1)C(=O)OC(C)(C)C)CN(CC1CCC1)C(=O)OC(C)(C)C